5-((2-chloro-4-((5-cyclopropyl-3-(2,6-dichlorophenyl)isoxazol-4-yl)methoxy)phenyl)ethynyl)nicotinic acid ClC1=C(C=CC(=C1)OCC=1C(=NOC1C1CC1)C1=C(C=CC=C1Cl)Cl)C#CC=1C=NC=C(C(=O)O)C1